(S)-4-(4-(pyrrolidin-3-ylsulfonyl)-1H-indazol-6-yl)phenol HCl salt Cl.N1C[C@H](CC1)S(=O)(=O)C1=C2C=NNC2=CC(=C1)C1=CC=C(C=C1)O